[[7-(3-cyano-5-fluoro-phenoxy)-1,2,2-trifluoro-3-oxo-indan-4-yl]-methyl-oxo-λ6-sulfanylidene]cyanamide C(#N)C=1C=C(OC=2C=CC(=C3C(C(C(C23)F)(F)F)=O)S(=O)(C)=NC#N)C=C(C1)F